NC=1C2=C(N=C(N1)Cl)N(C=C2C=2SC=CN2)C2C(C(C(C2)C2CCN(CC2)CC2=CC=CC=C2)O)O 3-[4-amino-2-chloro-5-(1,3-thiazol-2-yl)pyrrolo[2,3-d]pyrimidin-7-yl]-5-(1-benzylpiperidin-4-yl)cyclopentane-1,2-diol